1-((4S,5S)-5-(2,2-diiodovinyl)-2,2-dimethyl-1,3-dioxolan-4-yl)-2-(triphenylmethoxy)ethanone IC(=C[C@H]1[C@H](OC(O1)(C)C)C(COC(C1=CC=CC=C1)(C1=CC=CC=C1)C1=CC=CC=C1)=O)I